2-Amino-1-(3-nitrophenyl)ethan-1-one NCC(=O)C1=CC(=CC=C1)[N+](=O)[O-]